N-((trans)-4-hydroxycyclohexyl)acetamide O[C@@H]1CC[C@H](CC1)NC(C)=O